5,5-bis(propan-2-yl-mercapto)pentane-1,2,3-triol CC(C)SC(CC(C(CO)O)O)SC(C)C